N-(6-amino-5-methylpyridin-3-yl)-2-(2-(2-(2-methoxyethyl)benzo[d]thiazol-5-yl)-5-methylpiperidin-1-yl)-2-oxoacetamide NC1=C(C=C(C=N1)NC(C(=O)N1C(CCC(C1)C)C=1C=CC2=C(N=C(S2)CCOC)C1)=O)C